2,3-dimethyl-1-pentyl acrylate C(C=C)(=O)OCC(C(CC)C)C